tert-butyl 4-[(1S,4R,5R)-5-[[3-(2-chloro-6-fluorophenyl)-5-cyclopropyl-1,2-oxazol-4-yl]methoxy]-3-oxo-2-azabicyclo[2.2.1]heptan-2-yl]benzoate ClC1=C(C(=CC=C1)F)C1=NOC(=C1CO[C@H]1[C@@H]2C(N([C@H](C1)C2)C2=CC=C(C(=O)OC(C)(C)C)C=C2)=O)C2CC2